ClC(CCCCCPC1=C(C=CC=C1)C1=CC=CC=C1)Cl 2-(dichlorohexylphosphino)biphenyl